COC1=CC=C(CN(S(=O)(=O)C=2C=NN(C2)C(COC2=NC=CC(=C2)C2=C(C(=CC(=C2)OC(F)F)C(C)C)CC(=O)OC(C)(C)C)(C)C)CC2=CC=C(C=C2)OC)C=C1 tert-butyl 2-(2-(2-(2-(4-(N,N-bis(4-methoxybenzyl)sulfamoyl)-1H-pyrazol-1-yl)-2-methylpropoxy)pyridin-4-yl)-4-(difluoromethoxy)-6-isopropylphenyl)acetate